N-chloroacetylserine methyl ester COC([C@@H](NC(CCl)=O)CO)=O